BrC1=NC(=CC=C1NC(C)C=1C=C(C=C2C(C(=C(OC12)N1CCC(CC1)(C)C)C)=O)C(F)(F)F)Cl 8-[1-[(2-bromo-6-chloro-3-pyridyl)amino]ethyl]-2-(4,4-dimethyl-1-piperidyl)-3-methyl-6-(trifluoromethyl)chromen-4-one